4-chloro-3,5-difluoropyridine-carbaldehyde ClC1=C(C(=NC=C1F)C=O)F